C(CC)NC(=O)N propylurea